C1(=CC=CC=C1)C=CC(=O)NC1=CC=C(C=C1)S(=O)(=O)N1CCCC1 3-phenyl-N-[4-(1-pyrrolidinylsulfonyl)phenyl]acryl-amide